O1CCC(CC1)OCCOC1OCCCC1 2-(2-((tetrahydro-2H-pyran-4-yl)oxy)ethoxy)tetrahydro-2H-pyran